N1-(1,1,3,3-tetramethyl-2,3-dihydro-1H-inden-5-yl)cyclohexane-1,4-diamine CC1(CC(C2=CC(=CC=C12)NC1CCC(CC1)N)(C)C)C